C(C)(C)(C)OC(=O)N1C(CC(C1=O)CNNC(=O)OCC1=CC=CC=C1)(C)C 4-[(2-benzyloxycarbonyl-hydrazino)methyl]-2,2-dimethyl-5-oxo-pyrrolidine-1-carboxylic acid tert-butyl ester